C(C)(C)(C)OC(=O)N1CCC2(CC(C2)N2C[C@H]([C@@H](CC2)N2N=C(C=3C2=NC=NC3N)C3=CC=C(C=C3)OC3=CC=CC=C3)F)CC1 trans-2-(4-(4-amino-3-(4-phenoxyphenyl)-1H-pyrazolo[3,4-d]pyrimidin-1-yl)-3-fluoropiperidin-1-yl)-7-azaspiro[3.5]nonane-7-carboxylic acid tert-butyl ester